5-methoxy-4-tert-butylpyrimidine COC=1C(=NC=NC1)C(C)(C)C